C(#N)C1=CC(=C(C=C1)CNCC(=O)OCC)F ethyl 2-[(4-cyano-2-fluoro-phenyl)methylamino]acetate